C[C@H]1C(C(=C[C@@]2([C@@H]1CCC=1C(=NC(=NC21)C2=CC=C(C=C2)C(F)(F)F)C2=CC=CC=C2)C)C#N)=O (6aR,7R,10aS)-7,10a-dimethyl-8-oxo-4-phenyl-2-(4-(trifluoromethyl)phenyl)-5,6,6a,7,8,10a-hexahydrobenzo[h]quinazoline-9-carbonitrile